FC1=C2C=CC=NC2=CC=C1NC1=NC=NC2=CC(=CC(=C12)O[C@H](C)C1COCC1)C=1C=NN(C1)C N-(5-fluoroquinolin-6-yl)-7-(1-methyl-1H-pyrazol-4-yl)-5-((1R)-1-(tetrahydrofuran-3-yl)ethoxy)quinazolin-4-amine